N[C@@H](CC1=CNC=N1)C=O HISTIDINAL